rac-(1S,2S,4R)-4-(benzylamino)-2-methylcyclohexane-1-ol C(C1=CC=CC=C1)N[C@H]1C[C@@H]([C@H](CC1)O)C |r|